BrC=1C=C2C(=CNC2=CC1)C=1SC=C(N1)C(=O)N/N=C/C1=CC=NC2=CC=CC=C12 (E)-2-(5-bromo-1H-indol-3-yl)-N'-(quinoline-4-ylmethylene)thiazole-4-carbohydrazide